C1(=C(C=CC=C1)OC(=O)C1=CNC=C1)C tolyl-1H-pyrrole-3-carboxylate